3,5-dimethoxy-4-(1-methyl-vinyl)benzaldehyde COC=1C=C(C=O)C=C(C1C(=C)C)OC